2-hydroxyethyl-N-(2-hydroxydodecyl)-N-benzylammonium chloride [Cl-].OCC[NH+](CC1=CC=CC=C1)CC(CCCCCCCCCC)O